(S)-2-(morpholine-4-sulfonamido)propanamide N1(CCOCC1)S(=O)(=O)N[C@H](C(=O)N)C